C1(CC1)C1=NC(=C(C(=O)NC2=CC(=NC=C2)[S@@](=O)(=N)C)C(=C1C(F)(F)F)C)N1CCC(CCC1)(F)F (R)-6-cyclopropyl-2-(4,4-difluoroazepan-1-yl)-4-methyl-N-(2-(S-methylsulfonimidoyl)pyridin-4-yl)-5-(trifluoromethyl)nicotinamide